4-[(3-methanesulfonylpyridin-2-yl)amino]-N-(2H3)methyl-6-{[6-(propan-2-yl)pyridazin-3-yl]amino}pyridazin-3-carboxamide CS(=O)(=O)C=1C(=NC=CC1)NC1=C(N=NC(=C1)NC=1N=NC(=CC1)C(C)C)C(=O)NC([2H])([2H])[2H]